tert-butyl 2-{5-[(4-bromo-1,5-dimethylpyrazol-3-yl)oxy]-2-fluorophenyl}-2-hydroxyacetate BrC=1C(=NN(C1C)C)OC=1C=CC(=C(C1)C(C(=O)OC(C)(C)C)O)F